methyl 2-benzyl-2H-pyrazolo[4,3-b]pyridine-5-carboxylate C(C1=CC=CC=C1)N1N=C2C(N=C(C=C2)C(=O)OC)=C1